C(C)(C)(C)N(C(O)=O)CCC1=CC=C(C=C1)NC(C1=C(C=C(C(=C1)OC)OC)[N+](=O)[O-])=O.OC1=C(C=C(C=C1C(C)(C)C)OC)N1N=C2C(=N1)C=CC(=C2)N 2-(2'-hydroxy-3'-tert-butyl-5'-methoxyphenyl)5-amino-benzotriazole tert-Butyl-(4-(4,5-dimethoxy-2-nitrobenzamido)phenethyl)carbamate